2-methyl-7-propyl-2,3-dihydro-1H-inden-1-one CC1C(C2=C(C=CC=C2C1)CCC)=O